N=S1(CCC1)=O 1-imino-1λ6-thietane-1-oxide